mono-N-Bocpiperazine C(=O)(OC(C)(C)C)N1CCNCC1